CN(C(C#CC)=O)C=1C=C2C(=CN(C2=CC1)C1=NC(=NC=C1C)NC=1N(N=CC1)C)C N-methyl-N-[3-methyl-1-[5-methyl-2-[(2-methylpyrazol-3-yl)amino]pyrimidin-4-yl]indol-5-yl]but-2-ynamide